FC(C(=O)O)(F)F.C1(=CC=CC=C1)C1=CN=C(N1)C1=NC=CC(=C1)C=1C=NC=C(C1)N 2'-(5-phenyl-1H-imidazol-2-yl)-3,4'-bipyridin-5-amine trifluoroacetate salt